CC=1C(=CN(C1C)S(=O)(=O)C)C(=O)O 4,5-dimethyl-1-methanesulfonyl-pyrrole-3-carboxylic acid